NCCCCN(C(C1=NC(=CC=C1)C=1C=C2C(=C(C=NC2=CC1)C1=CC(=CC(=C1)F)F)N1CCC(CC1)=O)=O)C N-(4-aminobutyl)-6-(3-(3,5-difluorophenyl)-4-(4-oxopiperidin-1-yl)quinolin-6-yl)-N-methylpicolinamide